CC=1C(=CC=C2C(=CC(OC12)=O)N)OCCCCBr 8-methyl-4-amino-7-(4-bromobutoxy)coumarin